C(CCC)C1(CS(C2=C(N(C1)C1=CC=C(C#N)C=C1)C=C(C(=C2)O)SC)(=O)=O)CCCC 4-(3,3-Dibutyl-8-hydroxy-7-(methylsulfanyl)-1,1-dioxido-3,4-dihydro-1,5-benzothiazepine-5(2H)-yl)benzonitrile